BrC1=C(C(=O)Cl)C=CC=C1C(=O)Cl bromoisophthaloyl chloride